4,6-Diphenyl-2-[2-(dibenzofuran-4-yl)-4'-(3-pyridinyl)biphenyl-4-yl]-1,3,5-triazine C1(=CC=CC=C1)C1=NC(=NC(=N1)C1=CC=CC=C1)C1=CC(=C(C=C1)C1=CC=C(C=C1)C=1C=NC=CC1)C1=CC=CC2=C1OC1=C2C=CC=C1